N-[(1R)-1-(5-chloropyridin-2-yl)ethyl]-3-(5-methyl-1,3-thiazol-2-yl)-5-[(3R)-tetrahydrofuran-3-yloxy]benzamide ClC=1C=CC(=NC1)[C@@H](C)NC(C1=CC(=CC(=C1)O[C@H]1COCC1)C=1SC(=CN1)C)=O